ClC1=C(C(=CC=C1)Cl)C1=C(C2=C(N=C(N=C2)SC)N(C1=O)C)C#C[Si](C(C)C)(C(C)C)C(C)C 6-(2,6-dichlorophenyl)-8-methyl-2-(methylsulfanyl)-5-[2-(triisopropylsilyl)ethynyl]pyrido[2,3-d]pyrimidin-7-one